(4-alpha-cumylbenzene) Cyanate [O-]C#N.C(C)(C)(C1=CC=CC=C1)C1=CC=CC=C1